aminopropyltrimethyl-oxysilane NCCC[Si](OC)(OC)OC